CC=1C(=NC=NC1C)N1CCN(CC1)CC=1OC2=C(N1)C(=CC=C2)C(F)(F)F 2-((4-(5,6-dimethylpyrimidin-4-yl)piperazin-1-yl)methyl)-4-(trifluoromethyl)benzo[d]oxazole